3-((1-Methyl-2-(propan-2-yliden)hydrazinyl)methylen)pentan-2,4-dion CN(N=C(C)C)C=C(C(C)=O)C(C)=O